5-(Difluoromethoxy)-1-[(4-methoxyphenyl)methyl]-1H-pyrazol-3-amine FC(OC1=CC(=NN1CC1=CC=C(C=C1)OC)N)F